ClC1=C(C(=CC=C1Cl)F)[C@H](NC(=O)[C@@H]1C[C@@]2(CN(C(N2)=O)C)CC1)C1(CCCC1)C (5R,7S)-N-((R)-(2,3-dichloro-6-fluorophenyl)(1-methylcyclopentyl)methyl)-3-methyl-2-oxo-1,3-diazaspiro[4.4]nonane-7-carboxamide